C1(CC1)C(=O)NC=1SC(=CN1)N1N=CC(=C1)C=1C=C(C(=O)NC2CC2)C=CC1C 3-[1-(2-cyclopropaneamido-1,3-thiazol-5-yl)-1H-pyrazol-4-yl]-N-cyclopropyl-4-methylbenzamide